(S)-1'-(5-((2-chloropyridin-3-yl)thio)-1H-imidazo[4,5-b]pyrazin-2-yl)-1,3-dihydrospiro[indene-2,4'-piperidin]-1-amine ClC1=NC=CC=C1SC=1N=C2C(=NC1)NC(=N2)N2CCC1(CC2)[C@@H](C2=CC=CC=C2C1)N